(R)-9-(6-((4-amino-5-(2-methoxyethoxy)pentyl)oxy)-2,3-dichlorobenzyl)-9H-purin-6-amin N[C@H](CCCOC1=CC=C(C(=C1CN1C2=NC=NC(=C2N=C1)N)Cl)Cl)COCCOC